(6aR,9S)-N-((R)-sec-butyl)-7-propyl-4,6,6a,7,8,9-hexahydroindolo[4,3-fg]quinoline-9-carboxamide [C@@H](C)(CC)NC(=O)[C@@H]1CN([C@@H]2CC=3C4=C(C2=C1)C=CC=C4NC3)CCC